O=S1(CCN(CC1)CC12CN(C(C1)C2)C(=O)OC(C)(C)C)=O tert-butyl 4-[(1,1-dioxo-1,4-thiazinan-4-yl) methyl]-2-azabicyclo[2.1.1]hexane-2-carboxylate